Para-n-butylbenzaldehyde C(CCC)C1=CC=C(C=O)C=C1